2-chloro-3-(1,1-difluoroethyl)pyrazine ClC1=NC=CN=C1C(C)(F)F